FC(C(CC(=O)N1CCC(CC1)(O)CN1C=NN2C(C1=O)=NC=C2C=2C=C1CC(CC1=CC2)NC)N2N=C(C=C2)F)F 3-((1-(4,4-difluoro-3-(3-fluoro-1H-pyrazol-1-yl)butanoyl)-4-hydroxypiperidin-4-yl)Methyl)-7-(2-(methylamino)-2,3-dihydro-1H-inden-5-yl)imidazo[2,1-f][1,2,4]Triazin-4(3H)-one